N-phenyl-4,5-epoxycyclohexane-1,2-dicarboxylic acid imide C1(=CC=CC=C1)N=C(O)C1C(CC2C(C1)O2)C(=O)O